(3S,4S)-4-((4-chlorophenyl)sulfonyl)-3-(hydroxymethyl)pyrrolidin-3-ol, Hydrochloride Cl.ClC1=CC=C(C=C1)S(=O)(=O)[C@@H]1[C@@](CNC1)(O)CO